CC1NC2=CC=CC=C2C(C1)=O 2-Methyl-2,3-dihydroquinolin-4(1H)-one